C(C)(C)OC(=O)C1=NNC2=C1C=NC(=C2)NC2=NC(=NC=C2)N2CCC(CC2)OC isopropyl-6-((2-(4-methoxypiperidin-1-yl)pyrimidin-4-yl)amino)-1H-pyrazolo[4,3-c]pyridine-3-carboxylate